CC1=C(C(=CC(=C1)C)C)C1=C2C=CC(C(=C3C=CC(=C(C=4C=CC(=C(C5=CC=C1N5)C5=C(C=C(C=C5C)C)C)N4)C4=C(C=C(C=C4C)C)C)N3)C3=C(C=C(C=C3C)C)C)=N2.[Zn] zinc tetrakis(2,4,6-trimethylphenyl)porphyrin